(tetrahydro-2H-pyran-4-yl)imidazo[1,2-b]Pyridazine-6-carboxylic acid methyl ester COC(=O)C=1C=CC=2N(N1)C=C(N2)C2CCOCC2